N-(5-fluoro-6-(4-(morpholin-3-yl)-1H-imidazol-1-yl)pyridin-3-yl)-2-(5-methyl-3-(trifluoromethyl)-1H-pyrazol-1-yl)acetamide FC=1C=C(C=NC1N1C=NC(=C1)C1NCCOC1)NC(CN1N=C(C=C1C)C(F)(F)F)=O